CC1=C(C(=CC=C1)C)C1=NC=2N(S(C=3C=CC=C(CN[C@@H](COC(=C1)N2)CC(C)(C)C)C3)(=O)=O)COC (11R)-6-(2,6-dimethylphenyl)-11-(2,2-dimethylpropyl)-3-(methoxymethyl)-9-oxa-2λ6-thia-3,5,12,19-tetrazatricyclo[12.3.1.14,8]nonadeca-1(18),4(19),5,7,14,16-hexaene 2,2-dioxide